Cl.NC1(C(C(CCC1)O)=O)C1=CC(=C(C=C1)C(F)(F)F)F 2-amino-2-(3-fluoro-4-(trifluoromethyl)phenyl)-6-hydroxycyclohexane-1-one hydrochloride